[OH-].[Na+].C([O-])(O)=O.[Na+] sodium bicarbonate sodium hydroxide